CC1(OC2=C(C1)C=C(C(=C2)OC[C@H]2NC(CC2)=O)NC(=O)C=2C=NN1C2N=CC=C1)C (S)-N-(2,2-dimethyl-6-((5-oxopyrrolidin-2-yl)methoxy)-2,3-dihydrobenzofuran-5-yl)pyrazolo[1,5-a]pyrimidine-3-carboxamide